bis(p-toluenesulfonate) nickel (0) [Ni].CC1=CC=C(C=C1)S(=O)(=O)O.CC1=CC=C(C=C1)S(=O)(=O)O